5-[1-(2-fluoro-6-methyl-phenyl)-piperidin-4-yl]-2-methyl-7-[2-(oxetan-3-yloxy)-benzyl]-2,4,5,7-tetrahydro-pyrazolo[3,4-d]pyrimidin-6-one FC1=C(C(=CC=C1)C)N1CCC(CC1)N1C(N(C=2C(C1)=CN(N2)C)CC2=C(C=CC=C2)OC2COC2)=O